ClC1=NC=C(C(=C1)N[C@H](CCOC1=C(C=NN1C)C1=NC=CC(=N1)N)C)C#CC=1C=NN(C1)C(F)(F)F (S)-2-(5-(3-((2-chloro-5-((1-(trifluoromethyl)-1H-pyrazol-4-yl)ethynyl)pyridin-4-yl)amino)butoxy)-1-methyl-1H-pyrazol-4-yl)pyrimidin-4-amine